(-)-arsenite [As]([O-])([O-])[O-]